CC=1C(=NC(=NC1)NC=1C=NN(C1)C)C1=C(C(=O)O)C=CC=C1 (5-methyl-2-((1-methyl-1H-pyrazol-4-yl)amino)pyrimidin-4-yl)benzoic acid